ClC1=CC=NC2=C(C=CC=C12)NC(=O)C1=CC=C2C=CNC2=C1 N-(4-chloroquinolin-8-yl)-1H-indole-6-carboxamide